butyl (1-(6-(2-chloro-5-fluoropyrimidin-4-yl)-8-fluoroquinolin-4-yl)ethyl)carbamate ClC1=NC=C(C(=N1)C=1C=C2C(=CC=NC2=C(C1)F)C(C)NC(OCCCC)=O)F